C(=C)[SiH](OCCOC)OCCOC vinyldi(beta-methoxyethoxy)silane